ClC1=C(C=CC(=C1NC=1C(=C2C(N(C=NC2=CC1)C)=O)C#C)F)NS(=O)(=O)CCC N-(2-chloro-3-((5-ethynyl-3-methyl-4-oxo-3,4-dihydroquinazolin-6-yl)amino)-4-fluorophenyl)propane-1-sulfonamide